4-(2-pyridyldithio)-pentanoic acid, 2,5-dioxo-3-sulfo-1-pyrrolidinyl ester N1=C(C=CC=C1)SSC(CCC(=O)ON1C(C(CC1=O)S(=O)(=O)O)=O)C